C(N)(OSC1=C(C=C(C=C1)C)C)=O 2,4-dimethylphenylsulfanyl carbamate